C(C)OC(=O)N1COC(C1CCOS(=O)(=O)C)=O 4-(2-methylsulfonyloxyethyl)-5-oxo-oxazolidine-3-carboxylic acid ethyl ester